(1R,2R)-cyclohexane-1,2-dicarboxaldehyde [C@@H]1([C@@H](CCCC1)C=O)C=O